(E)-3-methyl-2,4-pentadien-1-ol C\C(=C/CO)\C=C